COC1=NC(N(C2=CC(=CC=C12)C(F)(F)F)C=1C(=NC=CC1)C)=O 4-Methoxy-1-(2-methylpyridin-3-yl)-7-(trifluoromethyl)quinazolin-2(1H)-one